C(C1C(C(=O)OCCCCCCC(C)C)CCCC1)(=O)OCCCCCCC(C)C di-isononyl hexahydrophthalate